[S-2].[Ce+3].[S-2].[S-2].[Ce+3] cerous sulfide